C(C=C)(=O)N1CC(CCC1)C=1C=C(C=CC1)NCC1=CC=C(C=C1)NC1=NC=C(C(=N1)NC1=C(C(=O)NC)C=CC=C1)C(F)(F)F 2-((2-((4-(((3-(1-acryloylpiperidin-3-yl)phenyl)amino)methyl)phenyl)amino)-5-(trifluoromethyl)pyrimidin-4-yl)amino)-N-methylbenzamide